5-(1H-indol-3-yl)-2-(3-methoxyphenyl)oxazole-4-carboxylic acid methyl ester COC(=O)C=1N=C(OC1C1=CNC2=CC=CC=C12)C1=CC(=CC=C1)OC